4-(cyclopropoxy)-N-(2,6-dichlorophenyl)-2-[[1-[(1R,2R)-2-hydroxycyclobutyl]pyrazol-4-yl]amino]pyrimidine-5-carboxamide C1(CC1)OC1=NC(=NC=C1C(=O)NC1=C(C=CC=C1Cl)Cl)NC=1C=NN(C1)[C@H]1[C@@H](CC1)O